ClC=1C(=NC=2CN(CCC2C1)CC1=NC2=C(N1C[C@H]1OCC1)C=C(C=C2)C(=O)OC)OCC2=CC=C(C=1C=C(OC12)F)Cl methyl 2-({3-chloro-2-[(4-chloro-2-fluoro-1-benzofuran-7-yl) methoxy]-5,6,7,8-tetrahydro-1,7-naphthyridin-7-yl} methyl)-1-{[(2S)-oxetan-2-yl] methyl}-1H-1,3-benzodiazole-6-carboxylate